N-(5-(6-(3-oxa-7-azabicyclo[3.3.1]nonan-7-yl)-[1,2,4]triazolo[1,5-a]pyridin-2-yl)-8-(methylamino)-2,7-naphthyridin-3-yl)cyclopropanecarboxamide C12COCC(CN(C1)C=1C=CC=3N(C1)N=C(N3)C3=C1C=C(N=CC1=C(N=C3)NC)NC(=O)C3CC3)C2